(S)-1-((S)-pyrrolidin-2-yl)ethan-1-ol hydrochloride Cl.N1[C@@H](CCC1)[C@H](C)O